C(C)(C)C1=C(C=CC(=C1)N1CCN(CC1)C)NC1=NC=C(C(=N1)NCCCNC(=O)C1CCC1)C(F)(F)F N-(3-((2-((2-isopropyl-4-(4-methylpiperazin-1-yl)phenyl)amino)-5-(trifluoromethyl)pyrimidin-4-yl)amino)propyl)cyclobutanecarboxamide